((2r,3s,5r)-3-hydroxy-5-(5-methyl-2,4-dioxo-3,4-dihydropyrimidin-1(2H)-yl)tetrahydrofuran-2-yl)2-(3-phenoxyphenyl)propionic acid methyl ester COC(C(C)(C1=CC(=CC=C1)OC1=CC=CC=C1)[C@H]1O[C@H](C[C@@H]1O)N1C(NC(C(=C1)C)=O)=O)=O